C(#N)[C@H]1N(CC(C1)(F)F)C(CNC(=O)C1=CC=NC2=CC=C(C=C12)OCCCN1CCN(CC1)C(=O)OC(C)(C)C)=O (S)-N-(2-(2-cyano-4,4-difluoropyrrolidin-1-yl)-2-oxoethyl)-6-(3-(4-tert-butoxycarbonylpiperazin-1-yl)propoxy)quinoline-4-carboxamide